[(methylamino)methyl]-1H-pyrrolo[3,2-b]pyridin CNCN1C=CC2=NC=CC=C21